BrC=1C=CC=C2C(=CN=C(C12)NCC1=CC=C(C=C1)OC)Cl 8-Bromo-4-chloro-N-(4-methoxybenzyl)isoquinolin-1-amine